COC(=O)C1CCC(CC1)C(=O)O 4-(methoxycarbonyl)cyclohexanecarboxylic acid